({1-[4-(3-fluorophenoxy)-6-(trifluoromethyl)pyrimidin-2-yl]-3-hydroxypyrrolidin-3-yl}methyl)-2-methylpropanamide FC=1C=C(OC2=NC(=NC(=C2)C(F)(F)F)N2CC(CC2)(O)CC(C(=O)N)(C)C)C=CC1